CC(=O)C1=C(C=C(OC1=O)CCC(=O)O)O The molecule is an oxo monocarboxylic acid that is propionic acid carrying a 3-acetyl-4-hydroxy-2-oxo-2H-pyran-6-yl group at position 3; it is produced by the fungus Aspergillus oryzae It has a role as a fungal metabolite. It is an oxo monocarboxylic acid, a methyl ketone, an aromatic ketone and a member of 2-pyranones.